tert-butyl (R)-3-(3-((4-(2-hydroxy-4-(trifluoromethyl)phenyl)-6,7-dihydro-5H-cyclopenta[d]pyridazin-1-yl)amino)piperidin-1-yl)azetidine-1-carboxylate OC1=C(C=CC(=C1)C(F)(F)F)C=1C2=C(C(=NN1)N[C@H]1CN(CCC1)C1CN(C1)C(=O)OC(C)(C)C)CCC2